4-cyano-2,6-dimethylaniline C(#N)C1=CC(=C(N)C(=C1)C)C